tert-butyl 4-[3-[2-[benzyloxycarbonyl(methyl)amino]ethyl]-2-bromo-6-ethyl-5-[(4-methoxyphenyl)methyl]-8-oxopyrido[2,3-b]pyrazin-7-yl]piperazine-1-carboxylate C(C1=CC=CC=C1)OC(=O)N(CCC1=C(N=C2C(=N1)N(C(=C(C2=O)N2CCN(CC2)C(=O)OC(C)(C)C)CC)CC2=CC=C(C=C2)OC)Br)C